N-(2-amino-2-oxo-ethyl)-3-[5,7-difluoro-2-(4-fluorophenyl)-1H-indol-3-yl]cyclobutanecarboxamide NC(CNC(=O)C1CC(C1)C1=C(NC2=C(C=C(C=C12)F)F)C1=CC=C(C=C1)F)=O